NC1=CC=C(C=N1)N1C(C(=CC=2C1=NC(=CC2)C(F)(F)F)C(=O)[O-])=O 1-(6-aminopyridin-3-yl)-2-oxo-7-(trifluoromethyl)pyrido[2,3-b]pyridin-3-carboxylate